C1(CC1)C1=NC=C(C(=N1)NC1CC(C1)OC)C(=O)N([C@@H]1CNC[C@@H](C1)C(=O)N1[C@H](COCC1)C)CC(C)C 2-cyclopropyl-N-isobutyl-4-(((1r,3S)-3-methoxycyclobutyl)amino)-N-((3S,5r)-5-((S)-3-methylmorpholine-4-carbonyl)piperidin-3-yl)pyrimidine-5-carboxamide